ClC=1C(=C(C=NS(=O)C(C)(C)C)C=CC1F)F N-(3-chloro-2,4-difluorobenzylidene)-2-methylpropane-2-sulfinamide